(R)-3-Chloro-1,4,5-trimethyl-1,5,6,7-tetrahydro-2H-pyrrolo[3,4-b]pyridin-2-one Hydrochloride Cl.ClC1=C(C2=C(N(C1=O)C)CN[C@@H]2C)C